(2-phenylpropan-2-yl)-3,8-diazabicyclo[3.2.1]octan C1(=CC=CC=C1)C(C)(C)C12CNCC(CC1)N2